2,4-Diamino-2,4,6-trideoxy-3-(α-D-galactopyranuronosyl)-D-galactose N[C@@H](C=O)[C@@](O)([C@H]([C@H](O)C)N)[C@@H]1[C@H](O)[C@@H](O)[C@@H](O)[C@H](O1)C(=O)O